2-(5-oxo-6,7,8,9-tetrahydro-5H-benzo[7]annulen-2-yl)acetic acid methyl ester COC(CC=1C=CC2=C(CCCCC2=O)C1)=O